tert-Butyl 6-(benzyloxy)-1-[(E)-2-(5-bromo-2-methylphenyl)ethenyl]-7-methoxy-3,4-dihydroisoquinoline-2(1H)-carboxylate C(C1=CC=CC=C1)OC=1C=C2CCN(C(C2=CC1OC)\C=C\C1=C(C=CC(=C1)Br)C)C(=O)OC(C)(C)C